FC(COC1=C(C#N)C=C(C=C1)F)F 2-(2,2-difluoroethoxy)-5-fluorobenzonitrile